N1=C(C=NC=C1)CN1C(=NC=C1)C1=CC=C(C=C1)NS(=O)(=O)C=1C=CC=C2C=CC=NC12 N-(4-(1-(pyrazin-2-ylmethyl)-1H-imidazol-2-yl)phenyl)quinoline-8-sulfonamide